N-((5-(2,6-dioxopiperidin-3-yl)-4-oxo-5,6-dihydro-4H-thieno[3,4-c]pyrrol-1-yl)methyl)-4-(4-morpholinophenyl)butanamide O=C1NC(CCC1N1CC=2C(C1=O)=CSC2CNC(CCCC2=CC=C(C=C2)N2CCOCC2)=O)=O